FC1=C(C=CC(=C1F)OC)C1=CN=C2N1C=CN=C2NC2=CC(=C(C(=O)NCC1CCN(CC1)CC1CN(C1)C(=O)OC(C)(C)C)C=C2)CC tert-butyl 3-((4-((4-((3-(2,3-difluoro-4-methoxyphenyl)imidazo[1,2-a]pyrazin-8-yl)amino)-2-ethylbenzamido)methyl)piperidin-1-yl)methyl)azetidine-1-carboxylate